NC1=CC(=C2C(CCO2)=C1C#N)C1=C(C=C(C=C1F)C(=C)C)F 5-Amino-7-(2,6-difluoro-4-(prop-1-en-2-yl)phenyl)-2,3-dihydrobenzofuran-4-carbonitrile